N-(2-((2-methoxyethoxy)methoxy)-5-(1-oxo-6-(3-(pyridin-4-yl)-5-(trifluoromethyl)phenyl)-3,4-dihydroisoquinolin-2(1H)-yl)phenyl)methanesulfonamide COCCOCOC1=C(C=C(C=C1)N1C(C2=CC=C(C=C2CC1)C1=CC(=CC(=C1)C(F)(F)F)C1=CC=NC=C1)=O)NS(=O)(=O)C